6-fluoro-2-methyl-1-indenone FC1=CC=C2C=C(C(C2=C1)=O)C